1-(((1-methylpiperidin-4-yl)methyl)-1H-pyrazol-4-yl)-1H-indazole-3-carboxamide CN1CCC(CC1)CN1N=CC(=C1)N1N=C(C2=CC=CC=C12)C(=O)N